5-(2-chloro-5-fluoropyrimidin-4-yl)-3,3-diethyl-7-fluoro-2-methyl-3H-indole ClC1=NC=C(C(=N1)C=1C=C2C(C(=NC2=C(C1)F)C)(CC)CC)F